p-tolyl (6-bromo-5-methyl-2-phenylpyridin-3-yl)carbamate BrC1=C(C=C(C(=N1)C1=CC=CC=C1)NC(OC1=CC=C(C=C1)C)=O)C